Isobutyl 3-(1-((1-(2-(((3-bromophenyl)methyl)sulfonamido)ethyl)piperidin-4-yl)methyl)-1H-1,2,3-triazol-4-yl)-5-fluoro-1H-indol-2-carboxylat BrC=1C=C(C=CC1)CS(=O)(=O)NCCN1CCC(CC1)CN1N=NC(=C1)C1=C(NC2=CC=C(C=C12)F)C(=O)OCC(C)C